ClC=1C(=CC(=C(C1)NC(OC(C)(C)C)=O)F)C=1C=NC=C(C1)C(F)F tert-butyl (5-chloro-4-(5-(difluoromethyl)pyridin-3-yl)-2-fluorophenyl)carbamate